NC([C@H](C[C@H]1C(NCC1)=O)NC(=O)[C@H]1N(C[C@@H](C1)OCC)C(=O)C=1NC2=CC=CC(=C2C1)OC)=O (2S,4R)-N-[(1S)-2-amino-2-oxo-1-[[(3S)-2-oxopyrrolidin-3-yl]methyl]ethyl]-4-ethoxy-1-(4-methoxy-1H-indole-2-carbonyl)pyrrolidine-2-carboxamide